F[C@H]1C[C@@H](N(C1)C(=O)OC(C)(C)C)C1=C(C=CC(=C1)F)SC tert-Butyl (2R,4S)-4-fluoro-2-(5-fluoro-2-(methylsulfanyl)phenyl)pyrrolidine-1-carboxylate